C(C)(=O)OCCCCCCCCCC\C=C\C=C/CC (E,Z)-11,13-Hexadecadienyl acetate